C12CN(CC2C1)C1=CN=CC(=N1)C=1N=NN(C1)C(C)C1=CC=C(C=N1)N1C[C@@H](CCC1)NCC1CCC1 (3R)-1-(6-(1-(4-(6-(3-azabicyclo[3.1.0]hexan-3-yl)pyrazin-2-yl)-1H-1,2,3-triazol-1-yl)ethyl)pyridin-3-yl)-N-(cyclobutyl-methyl)piperidin-3-amine